NC1=C(C=C2C=C(C=NC2=N1)C(=O)[O-])Br 7-amino-6-bromo-1,8-naphthyridine-3-carboxylate